2-amino-N-(3,4-dichlorochlorophenyl)benzamide NC1=C(C(=O)NC2=C(C(=C(C=C2)Cl)Cl)Cl)C=CC=C1